tert-butyl (7-((3aS,4S,6R,6aS)-6-(((tert-butyldimethylsilyl)oxy)methyl)-6-cyano-2,2-dimethyltetrahydrofuro[3,4-d][1,3]dioxol-4-yl)pyrrolo[2,1-f][1,2,4]triazin-4-yl)carbamate [Si](C)(C)(C(C)(C)C)OC[C@]1(O[C@H]([C@H]2[C@@H]1OC(O2)(C)C)C2=CC=C1C(=NC=NN12)NC(OC(C)(C)C)=O)C#N